N-[[2-(2-methoxyphenyl)-3-methyl-1H-indol-5-yl]methyl]-4-methyl-pyrimidine-5-carboxamide COC1=C(C=CC=C1)C=1NC2=CC=C(C=C2C1C)CNC(=O)C=1C(=NC=NC1)C